CC1(CCCCC1)C 1,1-Dimethylcyclohexan